(S)-N-(5-((1-acetylpiperidin-4-yl)ethynyl)-2-(3,4-dimethylpiperazin-1-yl)phenyl)-3-methoxybenzamide C(C)(=O)N1CCC(CC1)C#CC=1C=CC(=C(C1)NC(C1=CC(=CC=C1)OC)=O)N1C[C@@H](N(CC1)C)C